(S)-4-(6-(1-methyl-1H-pyrazol-4-yl)pyrazolo[1,5-a]pyridin-3-yl)piperazine-1-carboxylic acid CN1N=CC(=C1)C=1C=CC=2N(C1)N=CC2N2CCN(CC2)C(=O)O